3-Chloro-1-methoxy-6-phenoxyphenazine ClC=1C=C(C2=NC3=CC=CC(=C3N=C2C1)OC1=CC=CC=C1)OC